C(C)OC(C(F)(F)C1=C(C(=CC=C1)Cl)OC)=O 2-(3-chloro-2-methoxy-phenyl)-2,2-difluoro-acetic acid ethyl ester